ClC1=C(C(=O)NC2=C3C=NN(C3=CC=C2)C2=CC(=CC=C2)C(F)(F)F)C=C(C=C1)CNC(=O)C1CCCC1 2-Chloro-5-{[(cyclopentylcarbonyl)amino]methyl}-N-{1-[3-(trifluoromethyl)phenyl]-1H-indazol-4-yl}benzamide